6-((1S,2S)-2-(4-methylpyrimidin-2-yl)cyclobutyl)-4-oxo-1-((S)-1-(6-(trifluoromethyl)pyridin-3-yl)ethyl)-4,5-dihydro-1H-pyrazolo[3,4-d]pyrimidine-3-carbonitrile CC1=NC(=NC=C1)[C@@H]1[C@H](CC1)C=1NC(C2=C(N1)N(N=C2C#N)[C@@H](C)C=2C=NC(=CC2)C(F)(F)F)=O